N-(3'-((6-((1-acryloylpiperidin-4-yl)oxy)-7-methoxyquinazolin-4-yl)amino)-2,4-difluoro-4'-Methoxy-[1,1'-biphenyl]-3-yl)acetamide C(C=C)(=O)N1CCC(CC1)OC=1C=C2C(=NC=NC2=CC1OC)NC=1C=C(C=CC1OC)C1=C(C(=C(C=C1)F)NC(C)=O)F